C(C1=CC=CC=C1)(=O)OC[C@@H]1O[C@@H]([C@H]([C@H]([C@H]1C1=CC=CC=C1C(=O)[O-])C1=CC=CC=C1C(=O)[O-])C1=CC=CC=C1C(=O)[O-])S (2R,3S,4S,5R,6R)-2-((benzoyloxy) methyl)-6-mercaptotetrahydro-2H-pyran-3,4,5-trisbenzoate